BrC1=CN(C=2N=CN=C(C21)NCC2=NC=CC(=N2)N2C[C@H](N[C@H](C2)C)C)S(=O)(=O)C2=CC=C(C)C=C2 5-Bromo-N-((4-((3R,5S)-3,5-dimethylpiperazin-1-yl)pyrimidin-2-yl)methyl)-7-tosyl-7H-pyrrolo[2,3-d]pyrimidin-4-amine